C1=C(NC(=N1)CCC(C(=O)O)N)C[C@@H](C(=O)O)N The molecule is a L-histidine derivative and a non-proteinogenic L-alpha-amino acid. It has a role as a Saccharomyces cerevisiae metabolite. It is a tautomer of a 2-(3-amino-3-carboxypropyl)-L-histidine dizwitterion.